C(C)(C)(C)NC(=O)C1=CN(C2=NC(=C(C=C2C1=O)F)N1C[C@H]([C@@H](C1)O)O)C1=C(C=C(C=C1F)F)F N-tert-butyl-7-[(3R,4R)-3,4-dihydroxypyrrolidin-1-yl]-6-fluoro-4-oxo-1-(2,4,6-trifluorophenyl)-1,4-dihydro-1,8-naphthyridine-3-carboxamide